(R)-(6-(4-(2-methoxyphenyl)piperidin-1-yl)-2-azaspiro[3.4]oct-2-yl)(oxetan-3-yl)methanone COC1=C(C=CC=C1)C1CCN(CC1)[C@H]1CC2(CN(C2)C(=O)C2COC2)CC1